1-(2-((3-((cyclobutylmethyl)amino)-4-(4-methylpiperazin-1-yl)phenyl)amino)-5-((triisopropylsilyl)ethynyl)pyrido[2,3-d]pyrimidin-7-yl)-3-cyclopentylurea C1(CCC1)CNC=1C=C(C=CC1N1CCN(CC1)C)NC=1N=CC2=C(N1)N=C(C=C2C#C[Si](C(C)C)(C(C)C)C(C)C)NC(=O)NC2CCCC2